BrC=1C=CC(=NC1)OCCCN1CCCC1 5-bromo-2-(3-(pyrrolidin-1-yl)propoxy)pyridine